COC1=C2CCCC2=C(C=C1C(=O)N[C@H]1CCOC[C@@H]1O)CC1=CC=C(C=C1)C=1N=NN(C1)C 1,5-anhydro-2,3-dideoxy-3-(((4-methoxy-7-(4-(1-methyl-1H-1,2,3-triazol-4-yl)benzyl)-2,3-dihydro-1H-inden-5-yl)carbonyl)amino)-L-threo-pentitol